tert-butyl (3S)-3-(cyanomethyl)-4-((1,2-dibromoethyl)sulfonyl)piperazine-1-carboxylate C(#N)C[C@H]1CN(CCN1S(=O)(=O)C(CBr)Br)C(=O)OC(C)(C)C